3-hydroxyhexadecanoic acid methyl ester COC(CC(CCCCCCCCCCCCC)O)=O